ethyl 2-benzyl-7-(3,4-dichlorophenyl)-3-oxo-2-azabicyclo[4.1.0]hept-4-ene-7-carboxylate C(C1=CC=CC=C1)N1C2C(C2C=CC1=O)(C(=O)OCC)C1=CC(=C(C=C1)Cl)Cl